5-fluoro-2-(7-fluoro-4-(3-iodoprop-2-yn-1-yl)-3-oxo-3,4-dihydrospiro[benzo[b][1,4]oxazin-2,1'-cyclopropane]-6-yl)isoindoline-1,3-dione FC=1C=C2C(N(C(C2=CC1)=O)C1=CC2=C(OC3(CC3)C(N2CC#CI)=O)C=C1F)=O